2-(3-{6-[3-(2-hydroxyphenyl)-5-methyl-6-oxopyrido[3,2-c]pyridazin-7-yl]-2,6-diazaspiro[3.3]heptan-2-yl}-1,2-oxazol-5-yl)-3-methylbutanoic acid OC1=C(C=CC=C1)C1=CC2=C(N=N1)C=C(C(N2C)=O)N2CC1(CN(C1)C1=NOC(=C1)C(C(=O)O)C(C)C)C2